Calcium aluminium phosphate P(=O)([O-])([O-])[O-].[Al+3].[Ca+2]